(6S,8S)-N-(5-chloro-6-(2H-1,2,3-triazol-2-yl)pyridin-3-yl)-8-(1-(difluoromethyl)-1H-pyrazol-4-yl)-2-fluoro-8-methyl-7,8-dihydro-6H-cyclopenta[e]pyrazolo[1,5-a]pyrimidine-6-carboxamide ClC=1C=C(C=NC1N1N=CC=N1)NC(=O)[C@H]1C[C@@](C2=C1C=NC=1N2N=C(C1)F)(C)C=1C=NN(C1)C(F)F